FC1=C(C=CC(=C1)F)[C@@H]1N(CCC1)C1=NC=2N(C=C1)N=CC2C2=CC=CC(=N2)N2CCN(CC2)CC=2C=C1C(N(C(C1=CC2)=O)C2C(NC(CC2)=O)=O)=O 5-((4-(6-(5-((R)-2-(2,4-difluorophenyl)pyrrolidin-1-yl)pyrazolo[1,5-a]pyrimidin-3-yl)pyridin-2-yl)piperazin-1-yl)methyl)-2-(2,6-dioxopiperidin-3-yl)isoindoline-1,3-dione